2,4-diamino-meta-xylene NC1=C(C=CC(=C1C)N)C